ribosyl-L-homocysteine C1([C@H](O)[C@H](O)[C@H](O1)CO)N[C@@H](CCS)C(=O)O